8-bromo-2,3-diethylpyrido[3,4-b]pyrazin-5-amine BrC1=CN=C(C2=NC(=C(N=C21)CC)CC)N